1-(4-methylphenyl)-4-{3-[(7-trifluoromethylquinolin-4-yl)amino]benzoyl}piperazine 3-laurylpropionate C(CCCCCCCCCCC)CCC(=O)O.CC1=CC=C(C=C1)N1CCN(CC1)C(C1=CC(=CC=C1)NC1=CC=NC2=CC(=CC=C12)C(F)(F)F)=O